NC(CO)CCO 2-aminobutane-1,4-diol